(bicyclo[2.2.1]hept-5-en-2-ylmethoxy)-(methyl)diphenylsilane C12C(CC(C=C1)C2)CO[Si](C2=CC=CC=C2)(C2=CC=CC=C2)C